C1(CCCCC1)CC1(CN2C(C=3C=CC(=CC13)F)=NC1=C2C=CC=C1)C(=O)[O-] 5-(cyclohexylmethyl)-3-fluoro-5,6-dihydrobenzo[4,5]imidazo[2,1-a]isoquinoline-5-carboxylate